FC1=C(C=CC(=C1)[C@H](C)[C@H](C(=O)N1CCN(CC1)C)NC(CC)=O)NC(CC(CC)C1=CC=CC=C1)=O N-{2-fluoro-4-[(2S,3R)-4-(4-methylpiperazin-1-yl)-4-oxo-3-propionamidobutan-2-yl]phenyl}-3-phenylpentanamide